ClCC(=O)N L-2-chloroacetamide